3-(4-nitrophenyl)-2,5-dihydrofuran [N+](=O)([O-])C1=CC=C(C=C1)C=1COCC1